monohydroxyoleic acid OC(C(=O)O)CCCCCC\C=C/CCCCCCCC